C(=O)(O)C(O)C(O)C(=O)O.C(=O)(O)C(O)C(O)C(=O)O.N1=CC=CC(=C1)C1N(C)CCC1 Nicotine ditartrate